7-fluoro-1,2,3,3',4,4'-hexahydro-[2,6'-biquinolin]-2'(1'H)-one FC1=CC=C2CCC(NC2=C1)C=1C=C2CCC(NC2=CC1)=O